C(C)OC(=O)C1=C[C@H]([C@H]([C@@H](C1)NC(C)(C)C)O)OC(CC)CC (3R,4S,5R)-5-(tert-butylamino)-4-hydroxy-3-(pent-3-yloxy)cyclohex-1-ene-1-carboxylic acid ethyl ester